(dibenzothiophenyl)(carbazolyl)benzothienopyridine C1(=CC=CC=2SC3=C(C21)C=CC=C3)C=3C(=NC2=C(C3)SC3=C2C=CC=C3)C3=CC=CC=2C1=CC=CC=C1NC32